NC[C@H]1N(CCC1)C(=O)OC(C)(C)C (S)-2-(aminomethyl)-1-Boc-pyrrolidine